2,5-dihydro-1,4-benzoquinone C1(CCC(CC1)=O)=O